C(C1=CC=CC=C1)SC1(CC1)CN1C(C2=C(CC1)C(=NN2C)C(=O)OCC)=O ethyl 6-((1-(benzylthio)cyclopropyl)methyl)-1-methyl-7-oxo-4,5,6,7-tetrahydro-1H-pyrazolo[3,4-c]pyridine-3-carboxylate